FC=1C=C(CCC2=CC(=CC(=N2)N)C)C=C(C1)CC[C@H]1N(C[C@H](C1)F)C 6-(3-fluoro-5-(2-((2R,4S)-4-fluoro-1-methylpyrrolidin-2-yl)ethyl)phenethyl)-4-methylpyridin-2-amine